C(C)(C)C12OCCN2CCO1 5-Isopropyl-1-aza-4,6-dioxa-bicyclo[3.3.0]octan